hexane Zinc acetate dihydrate O.O.C(C)(=O)[O-].[Zn+2].CCCCCC.C(C)(=O)[O-]